N=1N2C(=CC1COC1=CC=CC(=N1)C1=CC(=C(CC3=NC4=C(N3C[C@H]3OCC3)C=C(C=C4)C(=O)O)C=C1F)F)CC1(C2)CC1 (S)-2-(4-(6-((4',6'-dihydrospiro[cyclopropane-1,5'-pyrrolo[1,2-b]pyrazol]-2'-yl)methoxy)pyridin-2-yl)-2,5-difluorobenzyl)-1-(oxetan-2-ylmethyl)-1H-benzo[d]imidazole-6-carboxylic acid